2-((1R,2S)-1-(2-cyanophenyl)-1-(1-ethyl-1H-pyrazol-4-yl)propan-2-yl)-5-hydroxy-N-(isoxazol-4-yl)-1-methyl-6-oxo-1,6-dihydropyrimidine-4-carboxamide C(#N)C1=C(C=CC=C1)[C@@H]([C@H](C)C=1N(C(C(=C(N1)C(=O)NC=1C=NOC1)O)=O)C)C=1C=NN(C1)CC